magnesium acrylate salt C(C=C)(=O)[O-].[Mg+2].C(C=C)(=O)[O-]